5-bromoindoline-6-sulfonamide BrC=1C=C2CCNC2=CC1S(=O)(=O)N